2-{[3-(4-fluorophenyl)-5-methyl-1,2-oxazol-4-yl]Methoxy}-5,6,7,8-tetrahydro-1,6-naphthyridine FC1=CC=C(C=C1)C1=NOC(=C1COC1=NC=2CCNCC2C=C1)C